4-(3,9-diazabicyclo[3.3.1]nonan-3-yl)-N-(6-methoxy-2-methylpyrazolo[1,5-a]pyridin-5-yl)-2,3-dihydro-1H-pyrrolo[2,3-b]pyridine-1-carboxamide formate C(=O)O.C12CN(CC(CCC1)N2)C2=C1C(=NC=C2)N(CC1)C(=O)NC1=CC=2N(C=C1OC)N=C(C2)C